ClC1=C(C(=O)OC)C=C(C=N1)I methyl 2-chloro-5-iodonicotinate